O=C(CC#N)C1=CC=C(C=C1)C(F)(F)F 3-oxo-3-[4-(trifluoromethyl)phenyl]propanenitrile